2-(piperazin-1-yl)-5-trifluoromethyl-pyrimidine N1(CCNCC1)C1=NC=C(C=N1)C(F)(F)F